(3,3'-bithiophene)-4,4'-diformaldehyde S1C=C(C(=C1)C=O)C1=CSC=C1C=O